3-(2-chlorophenyl)thiomorpholine hydrochloride Cl.ClC1=C(C=CC=C1)C1NCCSC1